C(#N)CN(S(=O)(=O)C1=CC=C(C(=O)N)C=C1)C(CCCNC(=O)C1C(=C1)C)=O 4-(N-(cyanomethyl)-N-(4-(2-methylcycloprop-2-en-1-carboxamido)butanoyl)sulfamoyl)benzamide